3-{[2-(3-methoxyphenyl)[1,2,4]triazolo[1,5-c]quinazolin-5-yl]amino}-1-methylpyrrolidin-2-one COC=1C=C(C=CC1)C1=NN2C(=NC=3C=CC=CC3C2=N1)NC1C(N(CC1)C)=O